FC1=CC=C(OC2CC(C2)N2NC(N3C2=CCC3)=O)C=C1 (1S,3R)-3-(4-fluorophenoxy)cyclobutyl-tetrahydro-3H-pyrrolo[2,1-c][1,2,4]triazol-3-one